CC1=CC=C(C=C1)CNC(C(=C)C)=O N-(4-methylphenyl)methylmethacrylamide